NCC(=O)NC1=CC=C(C=C1)C[C@@H](C(=O)OC(C)(C)C)NC(=O)OC(C)(C)C tert-butyl (S)-3-(4-(2-aminoacetamido)phenyl)-2-((tert-butoxycarbonyl)amino)propanoate